4-cyano-6-(1-phenyl-1H-benzo[d]imidazol-2-yl)benzene C(#N)C1=CC=CC(=C1)C1=NC2=C(N1C1=CC=CC=C1)C=CC=C2